FC1=C(C=CC=C1)N1N(C(CC1)=O)C=C 1-(2-fluorophenyl)-2-vinylpyrazolidin-3-one